C[C@H]1C(C[C@H](CC1)C(=C)C)=O (2R,5S)-2-methyl-5-(prop-1-en-2-yl)cyclohexanone